octa-1,3,7-triene C=CC=CCCC=C